2-(2-(difluoromethoxy)-7-methylquinoxalin-5-yl)-5-(pyridin-2-yl)thiazole FC(OC1=NC2=CC(=CC(=C2N=C1)C=1SC(=CN1)C1=NC=CC=C1)C)F